3,5-difluoro-2,6-dimethoxypyridin-4-amine FC=1C(=NC(=C(C1N)F)OC)OC